(E)-5-(3-(7,8-Dichloro-4-(1H-pyrazol-4-yl)quinolin-2-yl)propylidene)thiazolidine-2,4-dione ClC1=CC=C2C(=CC(=NC2=C1Cl)CC\C=C\1/C(NC(S1)=O)=O)C=1C=NNC1